2-[4-[[[1-[4-[(2,6-dioxo-3-piperidyl)amino]phenyl]-4-piperidyl]-methyl-amino]methyl]cyclohexyl]-7-isopropoxy-N-[6-(trifluoromethyl)-2-pyridyl]imidazo[1,2-a]pyridine-6-carboxamide O=C1NC(CCC1NC1=CC=C(C=C1)N1CCC(CC1)N(C)CC1CCC(CC1)C=1N=C2N(C=C(C(=C2)OC(C)C)C(=O)NC2=NC(=CC=C2)C(F)(F)F)C1)=O